COC1=CC=C(CN(C=2N=CN(C(C2C(=O)OC)=O)C2=C(C=C(C=C2Cl)CCOC)Cl)CC2=CC=C(C=C2)OC)C=C1 methyl 4-(bis(4-methoxybenzyl)amino)-1-(2,6-dichloro-4-(2-methoxyethyl)phenyl)-6-oxo-1,6-dihydropyrimidine-5-carboxylate